COC(=O)C1=CC(=C(C=C1)C1=C(C=CC(=C1)OC)F)CBr 2-bromomethyl-2'-fluoro-5'-methoxy-biphenyl-4-carboxylic acid methyl ester